NC=1C=2N(C=CN1)C(=NC2C2=CC=C(C(=O)NC1=NC=CC=C1)C=C2)[C@H]2N(CCC2)C(CCCCCCNC2=C1C(N(C(C1=CC=C2)=O)C2C(NC(CC2)=O)=O)=O)=O 4-(8-amino-3-((2S)-1-(7-((2-(2,6-dioxopiperidin-3-yl)-1,3-dioxoisoindoline-4-yl)amino)heptanoyl)pyrrolidin-2-yl)imidazo[1,5-a]pyrazin-1-yl)-N-(pyridin-2-yl)benzamide